N,N-dimethyl-gamma-hydroxybutyramide CN(C)C(=O)CCCO